2-(6-(pyridin-4-yl)imidazo[1,2-b]pyridazin-2-yl)acetic acid hydrochloride Cl.N1=CC=C(C=C1)C=1C=CC=2N(N1)C=C(N2)CC(=O)O